ethyl 6-[2-(4-fluorophenyl)ethyl]-4-[7-[(4-methoxyindan-1-yl)amino]thieno[2,3-c]pyridin-2-yl]-2-pyrrolidin-2-yl-5-(4H-1,2,4-triazol-3-yl)pyridine-3-carboxylate FC1=CC=C(C=C1)CCC1=C(C(=C(C(=N1)C1NCCC1)C(=O)OCC)C1=CC=2C(=C(N=CC2)NC2CCC3=C(C=CC=C23)OC)S1)C1=NN=CN1